2-{5-[2-(2,6-difluorophenyl)propan-2-yl]-1,2,4-oxadiazol-3-yl}-4,6-dimethoxy-pyrimidine FC1=C(C(=CC=C1)F)C(C)(C)C1=NC(=NO1)C1=NC(=CC(=N1)OC)OC